FC(C=1OC(=NN1)C=1SC(=CC1)CC=1OC(=NN1)C1=CC=CC=C1)F 2-(Difluoromethyl)-5-[5-[(5-phenyl-1,3,4-oxadiazol-2-yl)methyl]thiophen-2-yl]-1,3,4-oxadiazole